C(C)OC(=O)C=1N=NNC1OC1=CC(=CC=C1)C#CCC1CC1 5-(3-(3-Cyclopropylprop-1-ynyl)phenoxy)-1H-1,2,3-triazole-4-carboxylic acid ethyl ester